tert-butyl (2S,6R)-4-((S)-11-chloro-3-(4-fluorophenoxy)-6-oxo-10-(trifluoromethyl)-3,4-dihydro-2H,6H-[1,4]thiazepino[2,3,4-ij]quinazolin-8-yl)-2,6-dimethylpiperazine-1-carboxylate ClC1=C(C=C2C(=NC(N3C2=C1SC[C@H](C3)OC3=CC=C(C=C3)F)=O)N3C[C@@H](N([C@@H](C3)C)C(=O)OC(C)(C)C)C)C(F)(F)F